C(C(=C)C)(=O)O.C12C(=CCC(C1(C)C)C2)C α-pinene methacrylate